3-[3'-(4,6-diphenyl-1,3,5-triazin-2-yl)-[1,1'-biphenyl]-3-yl]-9-(triphenylen-2-yl)-9H-carbazole C1(=CC=CC=C1)C1=NC(=NC(=N1)C1=CC=CC=C1)C=1C=C(C=CC1)C1=CC(=CC=C1)C=1C=CC=2N(C3=CC=CC=C3C2C1)C1=CC=2C3=CC=CC=C3C3=CC=CC=C3C2C=C1